(+/-)-[2-(3-fluoro-4-{[3-(trifluoromethyl)-1H-pyrrolo[2,3-b]pyridin-4-yl]oxy}anilino)-5-methyl-5,6-dihydro-4H-1,3-oxazin-5-yl]methanol FC=1C=C(NC=2OC[C@@](CN2)(C)CO)C=CC1OC1=C2C(=NC=C1)NC=C2C(F)(F)F |r|